C(=O)O.N=1N=C(NC1)COC1=C(C=C(C=C1Cl)C1=CC(=CC=2N(C(N(C21)C)=O)CC(=O)NC2=CC=C(C=C2)F)C(F)(F)F)Cl 2-(4-(4-((4H-1,2,4-triazol-3-yl)methoxy)-3,5-dichlorophenyl)-3-methyl-2-oxo-6-(trifluoromethyl)-2,3-dihydro-1H-benzo[d]imidazol-1-yl)-N-(4-fluorophenyl)acetamide formate salt